C1(CC1)N1C(=CC=2N=NC(=CC21)C2=C(C=CC=C2)O)[C@H]2CNCC2 2-{5-cyclopropyl-6-[(3R)-pyrrolidin-3-yl]pyrrolo[3,2-c]pyridazin-3-yl}phenol